6-(4-(tert-butyl)phenyl)-2-(pyridin-2-yl)pyrimidin-4-ol C(C)(C)(C)C1=CC=C(C=C1)C1=CC(=NC(=N1)C1=NC=CC=C1)O